ClC=1C=C2C(=NC1)[C@]1([C@@](O2)([C@@H]([C@]2([C@@H]1C2)C(=O)OC)C2=CC=CC=C2)C2=CC=C(C=C2)C#N)O |r| rac-methyl (5aR,6R,6aS,7aS,7bR)-3-chloro-5a-(4-cyanophenyl)-7b-hydroxy-6-phenyl-5a,7,7a,7b-tetrahydrocyclopropa[4',5']cyclopenta[1',2':4,5]furo[3,2-b]pyridine-6a(6H)-carboxylate